(2S,4S)-4-azidopyrrolidine-2-carboxylic acid methyl ester hydrochloride Cl.COC(=O)[C@H]1NC[C@H](C1)N=[N+]=[N-]